3-bromo-6-cyclopentylpyrazolo[1,5-a]pyridine BrC=1C=NN2C1C=CC(=C2)C2CCCC2